Cis-5-fluoro-4-hydroxy-3,3-dimethylpiperidine-1-carboxylic acid tert-butyl ester C(C)(C)(C)OC(=O)N1CC([C@H]([C@H](C1)F)O)(C)C